N1N=CC2=CC=C(C=C12)S(=O)(=O)O 1H-indazole-6-sulfonic acid